C(#N)C1=CC=C(C=CC(=O)O)C=C1 4-cyanocinnamic acid